(R)-5-chloro-4-(3-(dimethylamino)-3-(3-(trifluoromethyl)phenethyl)piperidin-1-yl)-2-fluoro-N-(pyrimidin-4-yl)benzenesulfonamide ClC=1C(=CC(=C(C1)S(=O)(=O)NC1=NC=NC=C1)F)N1C[C@](CCC1)(CCC1=CC(=CC=C1)C(F)(F)F)N(C)C